FC1=C(C(=CC=C1)F)C=1SC(=C(N1)C(=O)NC=1C=NSC1OCCCC(C)(C)O)NC 2-(2,6-difluorophenyl)-N-(5-(4-hydroxy-4-methylpentyloxy)isothiazol-4-yl)-5-(methylamino)thiazole-4-carboxamide